C(C)(C)(C)OC(=O)N[C@@H](CC(=O)O)C(=O)OC(C)C (S)-3-((tert-butoxycarbonyl)amino)-4-isopropoxy-4-oxobutanoic acid